dimethoxyphenyl-methylsilane CO[Si](C)(C1=CC=CC=C1)OC